C(C1=CC=CC=C1)OC1=CC=C2C(=C(C=NC2=C1)C(O)C1=CC(=CC=C1)F)Cl (7-(benzyloxy)-4-chloroquinolin-3-yl)(3-fluorophenyl)methanol